trifluoroacetic acid diphenylamine salt C1(=CC=CC=C1)NC1=CC=CC=C1.FC(C(=O)O)(F)F